4-(piperidin-1-ylsulfonyl)benzenesulfonamide 24-(acryloyloxy)-tetracosanyl-methacrylate C(C=C)(=O)OCCCCCCCCCCCCCCCCCCCCCCCCOC(C(=C)C)=O.N1(CCCCC1)S(=O)(=O)C1=CC=C(C=C1)S(=O)(=O)N